N-(5-(tert-butyl)-[1,1'-biphenyl]-2-yl)dibenzo[b,d]thiophen-4-amine C(C)(C)(C)C=1C=CC(=C(C1)C1=CC=CC=C1)NC1=CC=CC2=C1SC1=C2C=CC=C1